O[C-]1S(C=CN1)=O 2-hydroxy-thiazolidone